BrC1=NN2C(C=CC(=C2)C=2N=NN(N2)C)=C1 bromo-6-(2-methyl-2H-tetrazol-5-yl)pyrazolo[1,5-a]pyridine